COC1=CC2=C(C3C(O2)OC(=C3SCCCC[N+](=O)[O-])C3=CC=C(C=C3)OC)C=C1 6-methoxy-2-(4-methoxyphenyl)-3-((4-nitrobutyl)thio)-3a,8a-dihydrofuro[2,3-b]benzofuran